O[C@@]1(CN(CC[C@@H]1O)C(=O)OC(C)(C)C)C(=O)OC 1-tert-butyl 3-O-methyl (3R,4S)-3,4-dihydroxypiperidine-1,3-dicarboxylate